tert-butyl 3-cyano-6-azabicyclo[3.1.1]heptane-6-carboxylate C(#N)C1CC2N(C(C1)C2)C(=O)OC(C)(C)C